2-[4-(methylsulfonyl)phenyl][1,2,4]Triazolo[1,5-c]Quinazolin-5-yl-glycinamide CS(=O)(=O)C1=CC=C(C=C1)C1=NN2C(=NC=3C=CC=CC3C2=N1)NCC(=O)N